3-(3-(1-(9-((4,6-difluoro-1H-indoL-5-yl)oxy)imidazo[2,1-a]isoquinolin-3-yl)ethyl)-2-fluorophenyl)propanoic acid FC1=C2C=CNC2=CC(=C1OC1=CC=C2C=CN3C(C2=C1)=NC=C3C(C)C=3C(=C(C=CC3)CCC(=O)O)F)F